N(=[N+]=[N-])CC1=CNC2=CC=C(C=C12)C(F)(F)F 3-(azidomethyl)-5-(trifluoromethyl)-1H-indole